C(C)N1C2=CC=CC=C2C=2C=C(C=CC12)C=O N-ethylcarbazole-3-aldehyde